tert-Butyl (3S,5S)-1-(2-(6-chloropicolinamido)-5-(4-cyanopyridin-3-yl)phenyl)-5-(hydroxymethyl)pyrrolidin-3-ylcarbamate ClC1=CC=CC(=N1)C(=O)NC1=C(C=C(C=C1)C=1C=NC=CC1C#N)N1C[C@H](C[C@H]1CO)NC(OC(C)(C)C)=O